5-cyclopropyl-6-(tetrahydro-2H-pyran-4-yloxy)nicotinic acid C1(CC1)C=1C(=NC=C(C(=O)O)C1)OC1CCOCC1